C(CC)P(OCC)(OCC)=O diethyl propylphosphonate